OCCOCCOCCS(=O)(=O)C1=NC=2N(C(N(C(C2N1C)=O)C)=O)C 8-(2-(2-(2-hydroxyethoxy)ethoxy)ethylsulfonyl)-1,3,7-trimethyl-1H-purine-2,6(3H,7H)-dione